C(#N)C1=NN(C=N1)C[C@H](C(=O)OC(C)C)OC(NC1=C2CCCC2=CC=2CCCC12)=O Propan-2-yl (2R)-3-(3-cyano-1H-1,2,4-triazol-1-yl)-2-{[(1,2,3,5,6,7-hexahydro-s-indacen-4-yl)carbamoyl]oxy}-propanoate